CN(C(CCCCC)CCCCCCCC=CCC=CCCCCC)C N,N-dimethyltricosane-14,17-dien-6-amine